Dimethyl 2-diazomalonate [N+](=[N-])=C(C(=O)OC)C(=O)OC